2-((7-azabicyclo[2.2.1]hept-7-yl)methyl)-6-fluorobenzaldehyde C12CCC(CC1)N2CC2=C(C=O)C(=CC=C2)F